C([O-])([O-])=O.[Co+2].[Ni+2].C([O-])([O-])=O nickel-cobalt carbonate